C(C)(CC)C1=CC=C(C=C1)S(=O)(=O)NCCCl 4-(Sec-butyl)-N-(2-chloroethyl)benzenesulfonamide